(2R,3R)-3-Phenyloxetane-2-carboxylic acid C1(=CC=CC=C1)[C@H]1[C@@H](OC1)C(=O)O